3-(butylamino)-5-[[(3-chlorophenyl)methylamino]sulfonimidoyl]-N-methoxy-4-phenoxy-benzamide C(CCC)NC=1C=C(C(=O)NOC)C=C(C1OC1=CC=CC=C1)S(=O)(=N)NCC1=CC(=CC=C1)Cl